FC1=C(C=CC(=C1)[N+](=O)[O-])C1CC(OC(C1)=O)=O 4-(2-fluoro-4-nitro-phenyl)tetrahydropyran-2,6-dione